FC=1C(=C2C(=NC(=NN2C1)NC1CCC(CC1)(O)C)OC)C=1C=CC2=C(N(N=N2)C)C1 (1r,4r)-4-((6-fluoro-4-methoxy-5-(1-methyl-1H-benzo[d][1,2,3]triazol-6-yl)pyrrolo[2,1-f][1,2,4]triazin-2-yl)amino)-1-methylcyclohexan-1-ol